4-[2-methyl-4-[5-methyl-3-(4-pyridyl)-1H-pyrazol-4-yl]phenyl]benzonitrile CC1=C(C=CC(=C1)C=1C(=NNC1C)C1=CC=NC=C1)C1=CC=C(C#N)C=C1